dotriacontyl palmitoleate C(CCCCCCC\C=C/CCCCCC)(=O)OCCCCCCCCCCCCCCCCCCCCCCCCCCCCCCCC